C(CCC)C1=C(C(=NN1CC(C)C)C(C)C)O 5-n-Butyl-1-isobutyl-4-hydroxy-3-isopropyl-pyrazol